4-fluorobenzyl 1-(2-((tetrahydro-2H-pyran-2-yl)oxy)ethyl)-1H-indole-6-carboxylate O1C(CCCC1)OCCN1C=CC2=CC=C(C=C12)C(=O)OCC1=CC=C(C=C1)F